S1C=C(C2=C1CNCC2)C(=O)O.BrC2=C(N)C(=CC(=C2)C(C)(C)C)Br 2,6-dibromo-4-tert-butyl-aniline 4,5,6,7-tetrahydrothieno[2,3-c]pyridine-3-carboxylate